C(#N)CCC(CCCC#N)C#N 1,3,6-tricyanohexane